1-[2-Ethyl-4-(trifluoromethyl)phenyl]ethan-1-amine C(C)C1=C(C=CC(=C1)C(F)(F)F)C(C)N